CC1=NNC(=C1\N=N\C1=CC2=CC=CC=C2C=C1)C (E)-3,5-Dimethyl-4-(naphthalen-2-yldiazenyl)-1H-pyrazole